C(C1=CC=CC=C1)N1N=CC(=C1)C(=O)NC1=CC(=CC=C1)NS(=O)(=O)C 1-benzyl-N-(3-(methylsulfonamido)phenyl)-1H-pyrazole-4-carboxamide